OCCC1=CC=C(OCCOCC(=O)OC(C)(C)C)C=C1 tert-butyl 2-{2-[4-(2-hydroxyethyl)phenoxy]ethoxy}acetate